C1(CC1)C(=O)NC1=CC(=C(N=N1)C(=O)NC([2H])([2H])[2H])NC1=C2N(C[C@@H]3N(C2=CC=C1)C(CC3)=O)C (R)-6-(cyclopropanecarboxamido)-N-(methyl-d3)-4-((5-methyl-1-oxo-1,2,3,3a,4,5-hexahydropyrrolo[1,2-a]quinoxalin-6-yl)amino)pyridazine-3-carboxamide